C(C)OC(=O)C1=CC(=NC=C1C)C(F)(F)F 5-methyl-2-(trifluoromethyl)pyridine-4-carboxylic acid ethyl ester